C(#N)C1=C(C=CC=C1)[C@@H]([C@@H](C)C=1N(C(C(=C(N1)C(=O)NC=1C=NOC1)O)=O)C)C1=CC(=CC(=C1)F)F 2-((1s,2r)-1-(2-cyanophenyl)-1-(3,5-difluorophenyl)propan-2-yl)-5-hydroxy-N-(isoxazol-4-yl)-1-methyl-6-oxo-1,6-dihydropyrimidine-4-carboxamide